[C@@H]1([C@H](O)[C@H](O)[C@@H](C(O)=O)O1)N1C(=O)NC(=O)C(C1)=O uridinedione